C(C)(C)OC(=O)OCOC(=O)C(=CC=C)CC hexadiene-4-carboxylic acid isopropoxycarbonyloxymethyl ester